FC(C1=NN(C(=C1)C)C1=NC(=CC=C1C#N)N1C=NC2=C1C=C(C(=C2)NC=2N=NC(=CC2)CCN2CC(C2)OC)F)F 2-[3-(difluoromethyl)-5-methyl-pyrazol-1-yl]-6-[6-fluoro-5-[[6-[2-(3-methoxyazetidin-1-yl)ethyl]pyridazin-3-yl]amino]benzimidazol-1-yl]pyridine-3-carbonitrile